C(CCCCCCC\C=C/CCCCCCCC)C=1[NH2+]CCN1 mono-oleyl-imidazolinium